C(C)(C)(C)OC(=O)N1CCC(CC1)OC1=CC=C(C=C1)C(C)(C)C1=CC=C(C=C1)OCC1=NC(=NC=C1)N1CC2(CC(C2)=O)C1 4-(4-(2-(4-((2-(2-oxo-6-azaspiro[3.3]heptane-6-yl)pyrimidin-4-yl)methoxy)phenyl)prop-2-yl)phenoxy)piperidine-1-carboxylic acid tert-butyl ester